3-(7-methyl-6-((trifluoromethyl)sulfonyl)-4,5,6,7-tetrahydrothieno[2,3-c]pyridin-2-yl)-5-(trifluoromethyl)-1,2,4-oxadiazole CC1N(CCC2=C1SC(=C2)C2=NOC(=N2)C(F)(F)F)S(=O)(=O)C(F)(F)F